ClC=1C=C2C(=C3C1NC(NC31CCCCC1)=O)OC(=N2)CNCC2=CN=CO2 5-chloro-2-{[(1,3-oxazol-5-ylmethyl)amino]methyl}-7,8-dihydro-6H-spiro[[1,3]oxazolo[5,4-f]quinazoline-9,1'-cyclohexane]-7-one